7,7a-dihydro-2(6H)-benzofuran C1OC=C2C1CCC=C2